FC1=CC=C(C=C1)C1=C(C=C2CNC(C2=C1)=O)OC1CN(C1)CC=1OC(=CC1)C(F)(F)F 6-(4-fluorophenyl)-5-((1-((5-(trifluoromethyl)furan-2-yl)methyl)azetidin-3-yl)oxy)isoindolin-1-one